NC1=C2C(=NC=N1)N(N=C2C2=CC=C(CNC(C1=C(C=CC(=C1)F)OC)=O)C=C2)CC2N(CC(CC2)O)C(=O)N2N=CN=C2 N-(4-(4-amino-1-((5-hydroxy-1-(1H-1,2,4-triazole-1-carbonyl)piperidin-2-yl)methyl)-1H-pyrazolo[3,4-d]pyrimidin-3-yl)benzyl)-5-fluoro-2-methoxybenzamide